N[C@@H](CCCNC(N)=N)C(=O)O.C(C)N1C(C=CC=C1)C N-ethyl-2-methylpyridine arginine salt